bis(triphenylphosphine) ruthenium(II) [Ru+2].C1(=CC=CC=C1)P(C1=CC=CC=C1)C1=CC=CC=C1.C1(=CC=CC=C1)P(C1=CC=CC=C1)C1=CC=CC=C1